O.[Ca].[Al] aluminum-calcium hydrate